2,5-Dihydroxybiphenyl OC1=C(C=C(C=C1)O)C1=CC=CC=C1